ClC=1C(=NN(C1NC(C1=CN=CC=C1)=O)C)C(F)(F)F N-(4-chloro-1-methyl-3-(trifluoromethyl)-1H-pyrazol-5-yl)nicotinamide